(Z)-Ethyl 2-chloro-2-(2-cyclopropylhydrazono)acetate Cl\C(\C(=O)OCC)=N/NC1CC1